N-Ethoxy-4-((3-(5-fluoropyrimidin-2-yl)-2-methoxyphenyl)amino)-6-((5-fluoropyrimidin-2-yl)amino)nicotinAmide C(C)ONC(C1=CN=C(C=C1NC1=C(C(=CC=C1)C1=NC=C(C=N1)F)OC)NC1=NC=C(C=N1)F)=O